NC1=C(C=C(C=N1)NC(C(=O)N1[C@@H](CC[C@H](C1)C)C=1C=CC2=C(N=C(S2)CCN(C)C)C1)=O)C |o1:12,15| N-(6-amino-5-methyl-3-pyridyl)-2-[rel-(2S,5R)-2-[2-[2-(dimethylamino)ethyl]-1,3-benzothiazol-5-yl]-5-methyl-1-piperidyl]-2-oxo-acetamide